phosphoribosyl-o-aminobenzoic acid P(=O)(O)(O)C1=C(C(=C(C(=O)O)C=C1)N)C1[C@H](O)[C@H](O)[C@H](O1)CO